ClC1=C(C=C(C=C1)OC)[C@@H]1N(CCCCC1)C1=NC(=NC(=C1)C)N |r| (+/-)-4-(2-(2-chloro-5-methoxyphenyl)azepan-1-yl)-6-methylpyrimidin-2-amine